O=C1N(C(C2=CC=CC=C12)=O)C=1C=NC(NC1)=O 5-(1,3-dioxo-2,3-dihydro-1H-isoindol-2-yl)-1,3-diazinon